C(C1=CC=CC=C1)(=O)ON=C(C(=O)C=1C=CC=2N(C3=CC=C(C=C3C2C1)C(C(CCCC)=NOC(C1=CC=CC=C1)=O)=O)CC)CC1CCCCC1 3-cyclohexyl-1-(6-(2-(Benzoyloxyimino)Hexanoyl)-9-Ethyl-9H-Carbazole-3-yl)-Propane-1,2-dione-2-(O-benzoyloxime)